FC1=CC=C(C=C1)N1C[C@@H](N(CC1)CC[C@@H]1OC(C2(C1)CCN(CC2)C([C@H](C)NC(C)=O)=O)=O)C N-((S)-1-((R)-3-(2-((S)-4-(4-fluorophenyl)-2-methylpiperazin-1-yl)ethyl)-1-oxo-2-oxa-8-azaspiro[4.5]decan-8-yl)-1-oxopropan-2-yl)acetamide